C(CCCCCCCCCCCCCCCCCCCCCCC)O[C@H](CO)COP(=O)(O)OCC[N+](C)(C)C 2-tetracosyl-sn-glycero-3-phosphorylcholine